4-benzoyl-6-methyl-5-oxo-1,4-diazepane-1,6-dicarboxylate C(C1=CC=CC=C1)(=O)N1CCN(CC(C1=O)(C(=O)[O-])C)C(=O)[O-]